(1-Methyl-1H-1,2,4-triazol-3-yl)methyl (3-chloro-1-((3-chloro-4-fluorophenyl)carbamoyl)-2-methyl-4,5,6,7-tetrahydro-2H-isoindol-4-yl)carbamate ClC=1N(C(=C2CCCC(C12)NC(OCC1=NN(C=N1)C)=O)C(NC1=CC(=C(C=C1)F)Cl)=O)C